C1(=CC=CC=C1)C1CCC(CC1)OC[C@H]1CNCC[C@@H]1CS(=O)(=O)N ((3R,4S)-3-((((1s,4S)-4-phenylcyclohexyl)oxy)methyl)piperidin-4-yl)methanesulfonamide